{3-(4-fluorophenyl)-4-[6-(1H-imidazol-4-yl)furo[2,3-d]pyrimidin-4-yl]-1H-pyrazol-1-yl}-1λ6-thietane-1,1-dione FC1=CC=C(C=C1)C1=NN(C=C1C=1C2=C(N=CN1)OC(=C2)C=2N=CNC2)C2S(CC2)(=O)=O